rel-(1R,2R,5S)-2-(hydroxymethyl)-3,8-diazabicyclo[3.2.1]octane-8-carboxylic acid tert-butyl ester C(C)(C)(C)OC(=O)N1[C@H]2[C@@H](NC[C@@H]1CC2)CO |o1:8,9,12|